5-(4-cyclopropyl-1H-imidazol-1-yl)-2-fluoro-4-methyl-N-(6-(5,6,7,8-tetrahydro-[1,2,4]triazolo[4,3-a]pyrazin-3-yl)pyridin-2-yl)benzamide C1(CC1)C=1N=CN(C1)C=1C(=CC(=C(C(=O)NC2=NC(=CC=C2)C2=NN=C3N2CCNC3)C1)F)C